N-(2-Fluoro-2-(1-phenylazetidin-3-ylidene)ethyl)-6-morpholinopyrimidin-4-amine FC(CNC1=NC=NC(=C1)N1CCOCC1)=C1CN(C1)C1=CC=CC=C1